FC1=CC=C2C(=NC(=NC2=C1)C#N)C1=CC=C(C=C1)C(F)(F)F 7-fluoro-4-(4-(trifluoromethyl)phenyl)quinazoline-2-carbonitrile